4-[6-chloro-3-[1-(2-cyclopropyl-3,6-dimethyl-4-oxo-chromen-8-yl)ethylamino]-2-pyridyl]-3-fluoro-2-(4,4,5,5-tetramethyl-1,3,2-dioxaborolan-2-yl)benzaldehyde ClC1=CC=C(C(=N1)C1=C(C(=C(C=O)C=C1)B1OC(C(O1)(C)C)(C)C)F)NC(C)C=1C=C(C=C2C(C(=C(OC12)C1CC1)C)=O)C